C(=O)(OC(C)(C)C)N[C@H](CO)C(C)(C)C (2S)-2-(Boc-amino)-3,3-dimethyl-1-butanol